NC=1C2=C(NC(N1)=O)SC(=C2C)C 4-amino-5,6-dimethyl-1H-thieno[2,3-d]pyrimidin-2-one